(4Z)-4-(1,3-Benzothiazol-6-ylmethylene)-2-[[2-(trifluoromethoxy)phenyl]methylamino]-1H-imidazol-5-one S1C=NC2=C1C=C(C=C2)\C=C\2/N=C(NC2=O)NCC2=C(C=CC=C2)OC(F)(F)F